(3-(4-phenyl-6-(4-(pyridin-2-yl)phenyl)-1,3,5-triazin-2-yl)phenyl)boronic acid C1(=CC=CC=C1)C1=NC(=NC(=N1)C1=CC=C(C=C1)C1=NC=CC=C1)C=1C=C(C=CC1)B(O)O